CP(=O)(C)C1=C(C=NC=C1C)NC1=C(C=CC=C1)F 4-(dimethylphosphoryl)-N-(2-fluorophenyl)-5-methylpyridin-3-amine